4-((5-amino-1,3,4-thiadiazol-2-yl)thio)-2-methylbutan-2-ol NC1=NN=C(S1)SCCC(C)(O)C